tert-butyl (4-(2-((6-chloro-1-(tetrahydro-2H-pyran-2-yl)-1H-pyrazolo[4,3-c]pyridin-4-yl)amino)ethoxy)butyl)carbamate ClC1=CC2=C(C(=N1)NCCOCCCCNC(OC(C)(C)C)=O)C=NN2C2OCCCC2